6-cyano-7-(5,7-dihydro-6H-pyrrolo[3,4-b]pyridin-6-yl)-1-(2-fluoro-4-(methylsulfonamido)phenyl)-4-oxo-1,4-dihydro-quinoline-3-carboxylic acid C(#N)C=1C=C2C(C(=CN(C2=CC1N1CC2=NC=CC=C2C1)C1=C(C=C(C=C1)NS(=O)(=O)C)F)C(=O)O)=O